6-Ethyl-4'-propylspiro[3H-1-benzofuran-2,1'-cyclohexane]-4-ol C(C)C=1C=C2C(CC3(CCC(CC3)CCC)O2)=C(C1)O